N-(3-(Azetidin-1-yl)-5-(4-chlorophenoxy)phenyl)-5-(2-(methylsulfonyl)propan-2-yl)benzo[b]thiophen-2-carboxamid N1(CCC1)C=1C=C(C=C(C1)OC1=CC=C(C=C1)Cl)NC(=O)C1=CC2=C(S1)C=CC(=C2)C(C)(C)S(=O)(=O)C